N[C@@H](C(=O)O)[C@@H](CCC)O (2R,3R)-2-AMINO-3-HYDROXY-HEXANOIC ACID